CN1N=CC=2C=NC(=CC21)C(=O)N 1-methyl-1H-pyrazolo[4,3-c]pyridine-6-carboxamide